ClC1=C(C=C(C(=O)N2CC=3C(=NN4C3C(N(C[C@H]4C)C(C)C4=CC=C(C=C4)S(=O)(=N)C)=O)C[C@H]2C)C=C1)C(F)(F)F (3R,7R)-2-(4-Chloro-3-(trifluoromethyl)benzoyl)-3,7-dimethyl-9-(1-(4-(S-methylsulfonimidoyl)phenyl)ethyl)-1,2,3,4,8,9-hexahydropyrido[4',3':3,4]pyrazolo[1,5-a]pyrazin-10(7H)-one